3-((2S)-3-(8-(2,4-difluorophenylsulfonyl)-1-oxa-8-azaspiro[4.5]dec-3-ylamino)-2-hydroxypropoxy)-N-methylbenzenesulfonamide FC1=C(C=CC(=C1)F)S(=O)(=O)N1CCC2(CC(CO2)NC[C@@H](COC=2C=C(C=CC2)S(=O)(=O)NC)O)CC1